CC=1N(C=C(N1)C)C1=CC=CC=N1 6-(2,4-dimethyl-1H-imidazol-1-yl)pyridin